CC=1SC(=C(N1)C)C1=CC=CC(=N1)NC=O [6-(2,4-dimethyl-1,3-thiazol-5-yl)pyridin-2-yl]formamid